2-(1-(((cis)-3-hydroxy-3-methylcyclobutyl)amino)pyrido[3,4-d]pyridazin-4-yl)-5-(trifluoromethyl)phenol OC1(CC(C1)NC1=C2C(=C(N=N1)C1=C(C=C(C=C1)C(F)(F)F)O)C=NC=C2)C